C(C)(=O)NC=1N=C2N(N=C(C=C2)C=2C=C(C(=NC2)OC)C(=O)NCCC(C)C2=CC=CC=C2)C1C 5-{2-acetamido-3-methylimidazo[1,2-b]pyridazin-6-yl}-2-methoxy-N-(3-phenylbutyl)pyridine-3-carboxamide